C(#N)C1=CC=C(C=C1)C1=NOC(=N1)N1CCC(CC1)C(=O)NCC1CNCC1 1-(3-(4-cyanophenyl)-1,2,4-oxadiazol-5-yl)-N-(pyrrolidin-3-ylmethyl)piperidine-4-carboxamide